2-[(2E)-2-(aminomethyl)-3-fluoroprop-2-en-1-yl]-4-{[5'-(hydroxymethyl)-2,3'-bithiophene-5-yl]methyl}-2,4-dihydro-3H-1,2,4-triazol-3-one NC/C(/CN1N=CN(C1=O)CC1=CC=C(S1)C1=CSC(=C1)CO)=C\F